6-Chloro-5-[4-(3,6-dihydro-2H-pyran-4-yl)-phenyl]-3-[1-hydroxyl-(3-methyl-isothiazol-5-yl)-methylidene]-1,3-dihydro-indol-2-one ClC1=C(C=C2C(C(NC2=C1)=O)=C(O)C1=CC(=NS1)C)C1=CC=C(C=C1)C=1CCOCC1